C(C)(C)(C)NC1=C2C(=NC(=N1)N)N(N=C2)C N4-tert-butyl-1-methyl-pyrazolo[3,4-d]Pyrimidine-4,6-diamine